methyl 7-ethoxy-2-methylimidazo[1,2-a]pyridine-6-carboxylate C(C)OC1=CC=2N(C=C1C(=O)OC)C=C(N2)C